(1S,2S)-N-(6-((S)-1-cyanospiro[2.2]pentan-1-yl)isoquinolin-3-yl)-2-(1-methyl-5-(trifluoromethyl)-1H-pyrazol-4-yl)cyclopropane-1-carboxamide C(#N)[C@]1(CC12CC2)C=2C=C1C=C(N=CC1=CC2)NC(=O)[C@@H]2[C@H](C2)C=2C=NN(C2C(F)(F)F)C